9-(2,3-dihydro-1,4-benzodioxin-6-yl)-3,4-dihydropyrido[2,1-c][1,2,4]thiadiazine 2,2-dioxide O1CCOC2=C1C=CC(=C2)C2=CC=CN1C2=NS(CC1)(=O)=O